tert-butyl (6-chloro-3-(((1s,3s)-3-((4-methoxy-3-nitrobenzyl)oxy)cyclobutyl) carbamoyl)imidazo[1,2-b]pyridazin-8-yl)(methyl)carbamate ClC=1C=C(C=2N(N1)C(=CN2)C(NC2CC(C2)OCC2=CC(=C(C=C2)OC)[N+](=O)[O-])=O)N(C(OC(C)(C)C)=O)C